FC(OC=1C=CC(=NC1)C=CC(=O)N)(F)F 3-[5-(trifluoromethoxy)pyridin-2-yl]prop-2-enamide